P(O)(O)(=S)O[C@H]1C[C@@H](O[C@@H]1CO)N1C(=O)N=C(N)C(=C1)C 2'-deoxy-5-methylcytidine-3'-phosphorothioate